3-Chloro-4-((1-methyl-1H-benzimidazol-5-yl)oxy)aniline ClC=1C=C(N)C=CC1OC1=CC2=C(N(C=N2)C)C=C1